COC1=CC=C(C=C1)NC1CCN(CC1)C(=O)OC(C)(C)C tert-butyl 4-((4-methoxyphenyl)amino)piperidine-1-carboxylate